3-(3-Chlorophenyl)-1H-pyrazole-5-carboxylic acid 6-(naphthalen-1-ylmethyl)-3-oxo-2,3-dihydropyridazin-4-yl ester C1(=CC=CC2=CC=CC=C12)CC=1C=C(C(NN1)=O)OC(=O)C1=CC(=NN1)C1=CC(=CC=C1)Cl